CC1=C(OC=2C=C(C=CC2)S(=NC(=O)C2CCC2)(=O)C)C=C(C(=C1)[N+](=O)[O-])C N-((3-(2,5-dimethyl-4-nitrophenoxy)phenyl)(methyl)(oxo)-λ6-sulfanylidene)cyclobutanecarboxamide